ClC=1C(=C(CNC(CN(C(CN2N=C(C3=CC=CC=C23)C(=O)N)=O)C(C)CC(C)C)=O)C=CC1)F 1-(2-((2-((3-chloro-2-fluorobenzyl)amino)-2-oxoethyl)(4-methylpent-2-yl)amino)-2-oxoethyl)-1H-indazole-3-carboxamide